C(C)(C)(C)OC(=O)N[C@@H](CC(=O)O)C(=O)O tert-butoxycarbonyl-aspartic acid